3-[(2S)-1-benzyloxycarbonyl-4-[3-[1-(2,6-dioxo-3-piperidyl)-3-methyl-2-oxo-benzimidazol-5-yl]propyl]piperazin-2-yl]propanoic acid C(C1=CC=CC=C1)OC(=O)N1[C@H](CN(CC1)CCCC1=CC2=C(N(C(N2C)=O)C2C(NC(CC2)=O)=O)C=C1)CCC(=O)O